CSC1(CN(CC1)C(=O)OC(C)(C)C)C(=O)OC 1-tert-butyl 3-methyl 3-(methylsulfanyl)pyrrolidine-1,3-dicarboxylate